(R)-6-(2-(3'-cyclopropyl-[1,1'-biphenyl]-3-yl)-2-hydroxyacetyl)-2-(1-(thiophen-2-yl)cyclopropyl)-3,5,6,7,8,9-hexahydro-4H-pyrimido[5,4-c]azepin-4-one C1(CC1)C=1C=C(C=CC1)C1=CC(=CC=C1)[C@H](C(=O)N1CC2=C(CCC1)N=C(NC2=O)C2(CC2)C=2SC=CC2)O